(7-methoxyimidazo[1,2-a]pyridin-6-yl)(morpholino)methanone COC1=CC=2N(C=C1C(=O)N1CCOCC1)C=CN2